C1CC12COC(=NC2)NC2=CC(=C(OC1=C3C(=NC=C1)N(C=C3C=3C=CC(=C(C#N)C3)OC(C)C)COCC[Si](C)(C)C)C=C2)C(F)(F)F 5-(4-{4-[(5-oxa-7-azaspiro[2.5]oct-6-en-6-yl)amino]-2-(trifluoromethyl)phenoxy}-1-{[2-(trimethylsilyl)ethoxy]methyl}-1H-pyrrolo[2,3-b]pyridin-3-yl)-2-[(propan-2-yl)oxy]benzonitrile